3-(3'-Adamantan-1-yl-4'-hydrazinocarbonylmethoxy-biphenyl-4-yl)-acrylic acid trifluoroacetic acid salt FC(C(=O)O)(F)F.C12(CC3CC(CC(C1)C3)C2)C=2C=C(C=CC2OCC(=O)NN)C2=CC=C(C=C2)C=CC(=O)O